(4aR,8aS)-6-(3-(1-Benzyl-5-chloro-1H-indol-3-yl)pyrrolidin-1-carbonyl)hexahydro-2H-pyrido[4,3-b][1,4]oxazin-3(4H)-on C(C1=CC=CC=C1)N1C=C(C2=CC(=CC=C12)Cl)C1CN(CC1)C(=O)N1C[C@@H]2[C@@H](OCC(N2)=O)CC1